COC1=CC=C(C=C1)NC(=O)NC=1SC(=C(N1)C)C1=NC(=NC=C1)NC 1-(4-Methoxyphenyl)-3-(4-methyl-5-(2-(methylamino)pyrimidin-4-yl)thiazol-2-yl)urea